FC=1C=C2CCC(C2=CC1)=NO N-[5-fluoro-2,3-dihydroinden-1-ylidene]hydroxylamine